tert-butyl (5-(2-(chlorosulfonyl)-5-methylphenoxy)pentyl)(4,4-difluorocyclohexyl)carbamate ClS(=O)(=O)C1=C(OCCCCCN(C(OC(C)(C)C)=O)C2CCC(CC2)(F)F)C=C(C=C1)C